BrC(CC(C)C)C1=CC=C(C(=O)O)C=C1 4-(1-bromo-3-methylbutyl)benzoic acid